(S)-1-(2-methylpiperidin-1-yl)-2-(4-(pyridin-3-yl)phenyl)ethan-1-one tert-butyl-(9-(2,6-dioxopiperidin-3-yl)-9H-pyrido[2,3-b]indol-6-yl)(2-(2-(2-oxoethoxy)ethoxy)ethyl)carbamate C(C)(C)(C)OC(N(CCOCCOCC=O)C=1C=C2C3=C(N(C2=CC1)C1C(NC(CC1)=O)=O)N=CC=C3)=O.C[C@@H]3N(CCCC3)C(CC3=CC=C(C=C3)C=3C=NC=CC3)=O